2-methoxybenzaldehyde COC1=C(C=O)C=CC=C1